C(\C=C\C1=CC(OC)=C(O)C(OC)=C1)(=O)C(C(=O)O)(O)CC(=O)O sinapoyl-malic acid